methyl N-[5-[6-[(4-chloro-3-methoxy-benzoyl)-methyl-amino]-8-methyl-imidazo[1,2-a]pyridin-3-yl]-2-pyridyl]carbamate ClC1=C(C=C(C(=O)N(C=2C=C(C=3N(C2)C(=CN3)C=3C=CC(=NC3)NC(OC)=O)C)C)C=C1)OC